COC=1C=NC=CC1C=1C=NC=2CCN(CC2C1)C=1C(=C(C=2N(N1)C(C=CN2)=O)C)C 7-(3-(3-methoxypyridin-4-yl)-7,8-dihydro-1,6-naphthyridin-6(5H)-yl)-8,9-dimethyl-4H-pyrimido[1,2-b]pyridazin-4-one